C(C)(C)(C)OC([C@@H]([C@H]([C@@H]([C@H](C1=CC=CC=C1)O)O)O)O)=O (2R,3S,4R,5S)-2,3,4,5-tetrahydroxy-5-Phenylpentanoic acid tert-butyl ester